(S)-tert-Butyl 3-((4-(2-(2-methyl-3-(phenylmethylsulfonamido)phenoxy)pyridin-3-yl)pyrimidin-2-yl)amino)piperidine-1-carboxylate CC1=C(OC2=NC=CC=C2C2=NC(=NC=C2)N[C@@H]2CN(CCC2)C(=O)OC(C)(C)C)C=CC=C1NS(=O)(=O)CC1=CC=CC=C1